ClC(C(C(=O)O)(C)C)Cl 3,3-Dichloro-2,2-dimethyl-propionic acid